(Z)-1-(3-(5-(dimethylamino)-4-fluoro-2-isopropylphenyl)-4-oxothiazolidin-2-ylidene)-3-(2-fluoro-4-(1-(4-((trifluoromethyl)sulfinyl)phenyl)-1H-1,2,4-triazol-3-yl)phenyl)urea CN(C=1C(=CC(=C(C1)N1/C(/SCC1=O)=N/C(=O)NC1=C(C=C(C=C1)C1=NN(C=N1)C1=CC=C(C=C1)S(=O)C(F)(F)F)F)C(C)C)F)C